1-methyldimethoxysilyl-8-bis(diethylamino)methylsilyloctane C[Si](CCCCCCCC[SiH2]C(N(CC)CC)N(CC)CC)(OC)OC